(R)-(4-((5-fluoro-4-((S)-2,2,5-trimethylmorpholino)pyrimidin-2-yl)amino)phenyl)(imino)(methyl)-λ6-sulfanone FC=1C(=NC(=NC1)NC1=CC=C(C=C1)[S@](=O)(C)=N)N1CC(OC[C@@H]1C)(C)C